4-((tert-butoxycarbonyl)amino)-5-phenylpent-2-enoic acid ethyl ester C(C)OC(C=CC(CC1=CC=CC=C1)NC(=O)OC(C)(C)C)=O